4-(6-chloro-4-(benzenesulfonyl)pyridin-2-yl)morpholine ClC1=CC(=CC(=N1)N1CCOCC1)S(=O)(=O)C1=CC=CC=C1